(6-(2,5-dioxo-2,5-dihydro-1H-pyrrol-1-yl)hexanyl)glycyl-L-phenylalanine O=C1N(C(C=C1)=O)CCCCCCNCC(=O)N[C@@H](CC1=CC=CC=C1)C(=O)O